CC=1N(C(=C(N1)C)C(=O)OCC)CC1=CC(=CC=C1)C(F)(F)F ethyl 2,4-dimethyl-1-(3-(trifluoromethyl) benzyl)-1H-imidazole-5-carboxylate